ClC=1C=C(C(=O)NC2=C3C(N(C=NC3=CC=C2)CC=2C=NC(=CC2)C(F)(F)F)=O)C=C(C1O)Cl 3,5-dichloro-4-hydroxy-N-(4-oxo-3-((6-(trifluoromethyl)pyridin-3-yl)methyl)-3,4-dihydroquinazolin-5-yl)benzamide